COC=1C=CC(=NC1)C(=O)NC=1C=CC2=C(N=C(O2)C2=NN(C(C=C2)=O)C)C1 5-Methoxy-N-[2-(1-methyl-6-oxo-1,6-dihydropyridazin-3-yl)-1,3-benzoxazol-5-yl]pyridine-2-carboxamide